[Cl-].C(CCCCCCCCCC)[NH+]1CC(CC1)CC 1-undecyl-3-ethylpyrrolidinium chloride